COC(CN1C(C2=CC=C(C=C2C2(CC2)C1)Br)=O)=O 2-(6-Bromo-1-oxo-spiro[3H-isoquinolin-4,1'-cyclopropan]-2-yl)acetic acid methyl ester